C(C=1C(C(=O)OC(C)(C)CC)=CC=CC1)(=O)OC(C)(C)CC ditert-pentyl phthalate